FC(CN1CCC(CC1)C1=NC=CC=C1)(F)F 2-(1-(2,2,2-trifluoroethyl)piperidin-4-yl)pyridin